C(C1=CC=CC=C1)(=O)N1CCC(CC1)C1CN(C1)[C@@H]1[C@H](CCCC1)OC=1C=C2CN(C(C2=CC1)=O)C1C(NC(CC1)=O)=O 3-(5-{[(1S,2S)-2-[3-(1-benzoylpiperidin-4-yl)azetidin-1-yl]cyclohexyl]oxy}-1-oxo-2,3-dihydro-1H-isoindol-2-yl)piperidine-2,6-dione